9-fluorenylmethyl bromoformate BrC(=O)OCC1C2=CC=CC=C2C=2C=CC=CC12